C(C)(C)(C)OC(=O)N1CC(C1)C(NCC1=CC(=NC=C1)OC)=O tert-butyl-3-(((2-methoxypyridin-4-yl)methyl)carbamoyl)azetidine-1-carboxylate